(3R)-3-amino-5-[(4-chlorophenyl)methyl]-8-fluoro-7-[5-[1-methyl-1-(2,2,2-trifluoroethylamino)ethyl]-1,2,4-oxadiazol-3-yl]-1,1-dioxo-2,3-dihydro-1λ6,5-benzothiazepin-4-one N[C@H]1CS(C2=C(N(C1=O)CC1=CC=C(C=C1)Cl)C=C(C(=C2)F)C2=NOC(=N2)C(C)(NCC(F)(F)F)C)(=O)=O